O-(benzotriazol-1-yl)1,1,3,3-tetramethyluronium hexafluorophosphate F[P-](F)(F)(F)(F)F.N1(N=NC2=C1C=CC=C2)OC(=[N+](C)C)N(C)C